(4-(2',3',4',5'-tetrahydro-[1,1'-biphenyl]-4-yl)-1H-indazole-3-carboxamido) methylbenzoate CC1=C(C(=O)ONC(=O)C2=NNC3=CC=CC(=C23)C2=CC=C(C=C2)C=2CCCCC2)C=CC=C1